CC1=CC=C(C=C1)S(=O)(=O)ON=C1SC=CC1=C(C#N)C1=C(C=CC=C1)C 2-[2-(4-methylphenylsulfonyloxyimino)thiophene-3(2H)-ylidene]-2-(2-methylphenyl)acetonitrile